Di-tert-butyl-azodicarboxylic acid C(C)(C)(C)OC(=O)N=NC(=O)OC(C)(C)C